ethyl (1s,3s,4s,5r)-5-hydroxy-2-azabicyclo[2.2.1]heptane-3-carboxylate O[C@H]1[C@@H]2[C@H](N[C@H](C1)C2)C(=O)OCC